C1(CC1)C1=NN(C=C1C1=NC(=CC=C1)N1CCN(CC1)C)[C@@H]1C[C@H](C1)CNC=1C=C2C(N(C(C2=CC1)=O)C1C(NC(CC1)=O)=O)=O 5-(((trans-3-(3-cyclopropyl-4-(6-(4-methylpiperazin-1-yl)pyridin-2-yl)-1H-pyrazol-1-yl)cyclobutyl)methyl)amino)-2-(2,6-dioxopiperidin-3-yl)isoindoline-1,3-dione